ClC=1C=C2CC(CC2=CC1)NC1=NC=C(C=N1)C(=O)N1C(CC1)C (2-((5-chloro-2,3-dihydro-1H-inden-2-yl)amino)pyrimidin-5-yl)(2-methylazetidin-1-yl)methanone